3-(difluoromethyl)-7-(((3aR,4R,5aR,6S,8aR)-2,2-dimethyl-4-(4-methyl-7H-pyrrolo[2,3-d]pyrimidin-7-yl)hexahydrocyclopenta[2,3]furo[3,4-d][1,3]dioxol-6-yl)oxy)-N-(4-methoxybenzyl)quinolin FC(C=1CN(C2=CC(=CC=C2C1)O[C@H]1CC[C@]23OC(O[C@H]2[C@@H](O[C@@H]31)N3C=CC1=C3N=CN=C1C)(C)C)CC1=CC=C(C=C1)OC)F